C(CCC)(=O)OC1=C(C=C(C=C1)\C=C\C(CC(\C=C\C1=CC(=C(C=C1)OC(CCC)=O)OC)=O)=O)OC [4-[(1E,6E)-7-(4-butanoyloxy-3-methoxy-phenyl)-3,5-dioxo-hepta-1,6-dienyl]-2-methoxyphenyl] butanoate